The molecule is a phytocassane that is ent-podocarp-12-ene-11-one carrying two alpha-hydroxy substituents at positions 1 and 3 as well as vinyl and beta-methyl substituents at positions 13 and 14, respectively. It is a diol and a phytocassane. C[C@H]1[C@H]2CC[C@H]3[C@]([C@@H]2C(=O)C=C1C=C)([C@H](C[C@H](C3(C)C)O)O)C